FC1=C(C(=CC(=C1)F)[C@@H](C)O)C1=C(C(=O)C2=NN(C(=C2)C#N)C)C=CC=N1 3-(2-(2,4-difluoro-6-((R)-1-hydroxyethyl)phenyl)nicotinoyl)-1-methyl-1H-pyrazole-5-carbonitrile